N-(3-chlorobenzyl)-2-(difluoromethoxy)-5-fluoro-N-methylpyridine-3-sulfonamide ClC=1C=C(CN(S(=O)(=O)C=2C(=NC=C(C2)F)OC(F)F)C)C=CC1